N-[2-chloro-5-[4-[[(1S)-1-(4-fluorophenyl)ethyl]amino]quinazolin-6-yl]-3-pyridinyl]methanesulfonamide ClC1=NC=C(C=C1NS(=O)(=O)C)C=1C=C2C(=NC=NC2=CC1)N[C@@H](C)C1=CC=C(C=C1)F